FC=1C(=NN(C1)C(COC1=NC=CC(=C1)C=1C(=C2CCCC2=CC1)CC(=O)O)(C)C)S(N)(=O)=O 2-(5-(2-(2-(4-fluoro-3-sulfamoyl-1H-pyrazol-1-yl)-2-methylpropoxy)pyridin-4-yl)-2,3-dihydro-1H-inden-4-yl)acetic acid